tert-butyl (E)-3-amino-3-(hydroxyimino)propanoate N/C(/CC(=O)OC(C)(C)C)=N/O